4,6-Dichloro-2-(ethylsulfanyl)-5-nitropyrimidine ClC1=NC(=NC(=C1[N+](=O)[O-])Cl)SCC